4-((1-(4-(2-(2-Aminopyridin-3-yl)-5-ethynyl-3H-imidazo[4,5-b]pyridin-3-yl)benzyl)piperidin-4-yl)amino)pyrimidine-2-carbonitrile NC1=NC=CC=C1C1=NC=2C(=NC(=CC2)C#C)N1C1=CC=C(CN2CCC(CC2)NC2=NC(=NC=C2)C#N)C=C1